1-(6-nitropyridin-3-yl)piperazine hydrochloride Cl.[N+](=O)([O-])C1=CC=C(C=N1)N1CCNCC1